22-(R)-hydroxycholesterol O[C@H](CCC(C)C)[C@@H](C)[C@H]1CC[C@H]2[C@@H]3CC=C4C[C@@H](O)CC[C@]4(C)[C@H]3CC[C@]12C